hydroxy-methyl-3-propyl methacrylate C(C(=C)C)(=O)OCCC(C)O